N-((2-(6-((cis)-2,6-dimethylmorpholino)pyridin-2-yl)-1,6-naphthyridin-7-yl)methyl)-3-((2-hydroxyethyl)sulfonyl)benzamide C[C@@H]1O[C@@H](CN(C1)C1=CC=CC(=N1)C1=NC2=CC(=NC=C2C=C1)CNC(C1=CC(=CC=C1)S(=O)(=O)CCO)=O)C